NC1=NC(=C2N=CN(C2=N1)[C@H]1C[C@@H]([C@](O1)(CO)CF)O)NC (2R,3S,5R)-5-(2-amino-6-(methylamino)-9H-purin-9-yl)-2-(fluoromethyl)-2-(hydroxymethyl)tetrahydrofuran-3-ol